C(C)C(COC(CCSC1=C(C(=NC=C1)N1N=CC=C1)Cl)=O)CCCC 3-((3-chloro-2-(1H-pyrazol-1-yl)pyridin-4-yl)thio)propanoic acid 2-ethylhexyl ester